(2-methylsulfanylpyrimidin-4-yl)methanol CSC1=NC=CC(=N1)CO